N-(benzo[d][1,3]dioxol-5-ylmethyl)-1-(2-(p-tolyl)-2H-pyrazolo[3,4-d]pyrimidin-4-yl)piperidine-3-carboxamide O1COC2=C1C=CC(=C2)CNC(=O)C2CN(CCC2)C=2C=1C(N=CN2)=NN(C1)C1=CC=C(C=C1)C